OC1=CC=CC2=C1C(=C(O2)C(=O)N/N=C/C2=C(C(=CC=C2)F)O)C (E)-4-hydroxy-3-methyl-N'-(3-fluoro-2-hydroxybenzylidene)benzofuran-2-carbohydrazide